[N-]=C=S.C(C)(=O)O[C@H]1[C@H](O)O[C@@H]([C@H]([C@@H]1OC(C)=O)OC(C)=O)COC(C)=O 2,3,4,6-tetra-O-acetyl-beta-D-glucose isothiocyanate